1,2,5-oxadiazol-3-amine dihydrochloride Cl.Cl.O1N=C(C=N1)N